4-(3-methylmorpholin-4-yl)-6-[2-(3-pyridyl)pyrrolidin-1-yl]-1H-pyridin-2-one CC1N(CCOC1)C1=CC(NC(=C1)N1C(CCC1)C=1C=NC=CC1)=O